P1(=O)(O)OC2=C(C3=CC=CC=C3C=C2[Si](C2=CC=CC=C2)(C2=CC=CC=C2)C2=CC=CC=C2)C2=C(C(=CC3=CC=CC=C23)[Si](C2=CC=CC=C2)(C2=CC=CC=C2)C2=CC=CC=C2)O1 (R)-(-)-3,3'-Bis(triphenylsilyl)-1,1'-binaphthyl-2,2'-diyl hydrogen-phosphate